C1(CCCC1)N1C2=C(N(C(C3=C1C=CC=C3)=O)C)C=NC(=N2)NC2=CC=C(C(=O)OC)C=C2 Methyl 4-((11-cyclopentyl-5-methyl-6-oxo-6,11-dihydro-5H-benzo[e]pyrimido[5,4-b][1,4]diazepin-2-yl)amino)benzoate